3,5-diaminotoluene NC=1C=C(C)C=C(C1)N